tert-Butyl (R)-3-(2-(((R)-2-(3-fluorophenyl)-2-hydroxyethyl)amino)-2-methylpropyl)piperidine-1-carboxylate FC=1C=C(C=CC1)[C@H](CNC(C[C@@H]1CN(CCC1)C(=O)OC(C)(C)C)(C)C)O